C1=C(C=CC2=CC=CC=C12)S(=O)[O-].[Sr+2].C1=C(C=CC2=CC=CC=C12)S(=O)[O-] strontium β-naphthalenesulfinate